CC1=CC(=NC(=C1)N)N 4-methyl-2,6-pyridinediamine